BrC=1C(=NC(=CC1)F)C(F)F 3-bromo-2-difluoromethyl-6-fluoropyridine